[2-(6-chloro-2-pyridinyl)-2-(1-methylpyrazol-4-yl)propyl]-2-(2,4-difluorophenyl)tetrazole-5-carboxamide ClC1=CC=CC(=N1)C(CNC(=O)C=1N=NN(N1)C1=C(C=C(C=C1)F)F)(C)C=1C=NN(C1)C